(5RS)-2-[3-Fluoro-4-(trifluoromethoxy)benzyl]-3-oxo-2,3,5,6,7,8-hexahydro[1,2,4]triazolo[4,3-a]pyridine-5-carboxylic acid FC=1C=C(CN2N=C3N([C@H](CCC3)C(=O)O)C2=O)C=CC1OC(F)(F)F |r|